N1=NNC2=NC(=CC=C21)C=2C=CC(=C(C2)NC(C2=CC=C(C=C2)COCC2=CC=CC=C2)=O)F N-(5-(3H-[1,2,3]Triazolo[4,5-b]pyridin-5-yl)-2-fluorophenyl)-4-((benzyloxy)methyl)benzamide